3-((4-methylpiperidin-1-yl)methyl)benzamide CC1CCN(CC1)CC=1C=C(C(=O)N)C=CC1